2-((S)-1-propenoyl-4-((R)-2,3-difluoro-2'-(((S)-1-methylpyrrolidin-2-yl)methoxy)-5',8'-dihydro-6'H-spiro[inden-1,7'-quinazolin]-4'-yl)piperazin-2-yl)acetonitrile C(C=C)(=O)N1[C@H](CN(CC1)C1=NC(=NC=2C[C@@]3(CCC12)C(=C(C1=CC=CC=C13)F)F)OC[C@H]1N(CCC1)C)CC#N